FC(C1=C2C(C(NC2=CC(=C1)C(F)(F)F)=O)=O)(F)F 4,6-bis(trifluoromethyl)indoline-2,3-dione